acryloxybutyrate C(C=C)(=O)OC(C(=O)[O-])CC